tert-butyl (5Z)-5-[(2-methylpropane-2-sulfinyl)imino]-7H-spiro[cyclopenta[b]pyridine-6,4'-piperidine]-1'-carboxylate CC(C)(C)S(=O)\N=C\1/C=2C(=NC=CC2)CC12CCN(CC2)C(=O)OC(C)(C)C